BrC(CCC(=O)O)C#N.C1(=CC=CC=C1)NC1=CC=C(C=C1)C1(C2=CC=CC=C2C=2C=CC=CC12)C1=CC=CC=C1 N-phenyl-4-(9-phenyl-9H-fluoren-9-yl)aniline 2-bromo-2-cyanoethyl-acetate